BrC(CN(S(=O)(=O)C1=CC=C(C=C1)C)C\C=C\C1=CC=C(C=C1)C(C)(C)C)=C (E)-N-(2-bromoallyl)-N-(3-(4-(tert-butyl)phenyl)allyl)-4-methylbenzenesulfonamide